C1CCC(CC1)NCCS(=O)(=O)O N-(2-cyclohexylamino)ethanesulfonic acid